azathiopropionic acid C(NC)(=S)O